3-hexylidenetetrahydrofuran-2,5-dione C(CCCCC)=C1C(OC(C1)=O)=O